Di(hydroxypropyl)hydroxylammonium 2-Ethylhexanoate C(C)C(C(=O)[O-])CCCC.OCCC[NH+](O)CCCO